FC=1C=C(CNC(=O)[C@@]2(C(N(CC2)C2=CC3=C(NS(C34CCC4)(=O)=O)C=C2)=O)O)C=C(C1)F (S)-N-(3,5-difluorobenzyl)-1-(2,2-dioxo-1H-spiro[benzo[c]isothiazole-3,1'-cyclobutan]-5-yl)-3-hydroxy-2-oxopyrrolidine-3-carboxamide